(R)-2-methyl-N-(5-(2-methyloxazol-4-yl)-2,3-dihydro-1H-inden-1-yl)isonicotinamide CC=1C=C(C(=O)N[C@@H]2CCC3=CC(=CC=C23)C=2N=C(OC2)C)C=CN1